[1,4]dithiino[2,3-c][1,2]thiazole N=1SC=C2C1SC=CS2